C(C)(C)(C)OC(=O)N1CCC(CC1)C=1C=C2C(=C(NC2=CC1)Br)CC(F)F 4-(2-bromo-3-(2,2-difluoroethyl)-1H-indol-5-yl)piperidine-1-carboxylic acid tert-butyl ester